(2-((1-(benzo[d][1,3]dioxol-5-yl)-1-oxopropan-2-yl)(methyl)amino)-2-oxoethyl)carbamic acid tert-butyl ester C(C)(C)(C)OC(NCC(=O)N(C)C(C(=O)C1=CC2=C(OCO2)C=C1)C)=O